5-guanidino-2-[3-(triethoxysilyl)propyl]-2H-tetrazole N(C(=N)N)C=1N=NN(N1)CCC[Si](OCC)(OCC)OCC